1-(3-bromopropyl)-4-(3-(cyclohexyloxy)propoxy)benzene BrCCCC1=CC=C(C=C1)OCCCOC1CCCCC1